5-hexenyl-dichlorosilane C(CCCC=C)[SiH](Cl)Cl